Cl/C=C/CO\N=C(/CC)\C=1C(CC(CC1O)CC(C)SCC)=O 2-{(E)-1-[(E)-3-chloroallyloxyimino]-propyl}-5-[2-(ethylthio)-propyl]-3-hydroxy-cyclohex-2-enone